[Cl-].[Cl-].C[SiH](C)[Zr+2](C1C=CC2=CC=CC=C12)C1C=CC2=CC=CC=C12 rac-dimethylsilylbis-indenyl zirconium dichloride